ClC=1C=CC2=C(N(C(CN(S2(=O)=O)[C@H](C(=O)O)C(C)C2=C(C(=CC=C2F)C)C)=O)C)C1 (2S)-2-(7-chloro-5-methyl-1,1-dioxido-4-oxo-4,5-dihydrobenzo[f][1,2,5]thiadiazepin-2(3H)-yl)-3-(6-fluoro-2,3-dimethylphenyl)butanoic acid